(R)-2-(3-((4-(2-Hydroxy-4-(trifluoromethyl)phenyl)-5,7-dihydrofuro[3,4-d]pyridazin-1-yl)amino)piperidin-1-yl)-1-(3-hydroxyazetidin-1-yl)ethan-1-one OC1=C(C=CC(=C1)C(F)(F)F)C=1C2=C(C(=NN1)N[C@H]1CN(CCC1)CC(=O)N1CC(C1)O)COC2